C(C)(C)(C)C1=CC=C(C=C1)N1CCN(CC1)C(CC1(NC2=C(C=C(C=C2C1)C)C)C(=O)O)=O 2-(4-(4-(tert-butyl)phenyl)piperazin-1-yl-2-oxoethyl)-5,7-dimethyl-1H-indole-2-carboxylic acid